6-fluoro-N-(1-(2-hydroxyethyl)-2-oxopyrrolidin-3-yl)-2-methyl-5-((4-methylthiazol-5-yl)methoxy)benzofuran-3-carboxamide FC1=CC2=C(C(=C(O2)C)C(=O)NC2C(N(CC2)CCO)=O)C=C1OCC1=C(N=CS1)C